3-(bis(2,4,6-trimethylphenyl)-2-imidazolidinylidene)dichloro-(phenylmethylene)(tricyclohexyl-phosphine) ruthenium [Ru].CC1=C(C(=CC(=C1)C)C)N1C(N(CC1)C1=C(C=C(C=C1C)C)C)=C1CC(=CC=C1)C=C1C(CCCC1Cl)(P(C1CCCCC1)C1CCCCC1)Cl